ethyl 2-((5-(4-fluorophenyl) pyridin-2-yl)methyl)oxazole-4-carboxylate FC1=CC=C(C=C1)C=1C=CC(=NC1)CC=1OC=C(N1)C(=O)OCC